Methyl (S)-2-((4-((2-(((3-chloro-5-cyclopropylpyridin-2-yl)oxy)methyl)oxazol-5-yl)methyl)piperidin-1-yl)methyl)-1-(oxetan-2-ylmethyl)-1H-benzo[d]imidazole-6-carboxylate ClC=1C(=NC=C(C1)C1CC1)OCC=1OC(=CN1)CC1CCN(CC1)CC1=NC2=C(N1C[C@H]1OCC1)C=C(C=C2)C(=O)OC